1-(6,7-dichloro-9-(2-(difluoromethyl)-2H-1,2,3-triazol-4-yl)-1,3,4,5-tetrahydro-2H-pyrrolo[3,2-c:4,5-c']dipyridin-2-yl)-2-hydroxyethan-1-one ClC1=C2C(=C(N=C1Cl)C1=NN(N=C1)C(F)F)C=1CN(CCC1N2)C(CO)=O